(5S)-5-[[[1-(3-bromophenyl)cyclohexyl]amino]methyl]-2-pyrrolidone BrC=1C=C(C=CC1)C1(CCCCC1)NC[C@@H]1CCC(N1)=O